C12(C3C4C5C3C1C5C24)C(=O)O 1-CUBANECARBOXYLIC ACID